(1s,5r,7r)-7-(cyanomethyl)-3,6-diazabicyclo[3.2.0]heptane-3-carboxylic acid tert-butyl ester C(C)(C)(C)OC(=O)N1C[C@H]2[C@H](N[C@H]2C1)CC#N